FC1=C(C=CC(=C1F)OC)C1=CN=C2N1C=CN=C2NC2=CC(=C(C(=O)NCC=1C=NN(C1)C)C=C2)CC 4-[[3-(2,3-difluoro-4-methoxy-phenyl)imidazo[1,2-a]pyrazin-8-yl]amino]-2-ethyl-N-[(1-methylpyrazol-4-yl)methyl]benzamide